5,6-dihydro-5-oxo-1-naphthalenesulfonyl chloride O=C1C=2C=CC=C(C2C=CC1)S(=O)(=O)Cl